F[C@@H]1C[C@H](N(C1)C(CN1N=C(C2=CC(=CC=C12)C1=CN=NC=C1)C(=O)N)=O)C(NC1CCCC=2N=C(SC21)C2=CC=C(C=C2)F)=O 1-(2-((2S,4R)-4-fluoro-2-(2-(4-fluorophenyl)-4,5,6,7-tetrahydrobenzo[d]thiazol-7-ylcarbamoyl)pyrrolidin-1-yl)-2-oxoethyl)-5-(pyridazin-4-yl)-1H-indazole-3-carboxamide